5,7,2'-trihydroxy-6-methoxyflavone OC1=C2C(C=C(OC2=CC(=C1OC)O)C1=C(C=CC=C1)O)=O